FC(C)(S(=O)(=O)C=1C(=NN(C1)C)C(F)(F)F)C1CCN(CC1)C(=O)NC1=CC(=NC=C1)F 4-(1-fluoro-1-((1-methyl-3-(trifluoro-methyl)-1H-pyrazol-4-yl)sulfonyl)ethyl)-N-(2-fluoro-pyridin-4-yl)piperidine-1-carboxamide